OC1=C(C=CC(=C1)N(CC)CC)C1(OC(=O)C2=CC=CC=C12)C1=C(C=CC(=C1)C)OC 3-(2-Hydroxy-4-diethylamino-phenyl)-3-(2-methoxy-5-methyl-phenyl)phthalide